C(C)(C)(C)N(C(O)=O)CCOC1=CC(=NC=C1)N1N=CC(=C1)CO.ClC=1C=C(C=CC1F)NC1=NC=NC2=CC(=C(C=C12)OCCCCl)OCCCCl 4-(3-chloro-4-fluorophenylamino)-6,7-bis(3-chloropropyloxy)quinazoline tert-Butyl(2-((2-(4-(hydroxymethyl)-1H-pyrazol-1-yl)pyridin-4-yl)oxy)ethyl)carbamate